(R)-6-(difluoromethyl)-3-((8-methoxy-2-(6-methoxypyridin-3-yl)-2,3-dihydrobenzo[b][1,4]dioxin-6-yl)methyl)-3H-imidazo[4,5-b]pyridine FC(C=1C=C2C(=NC1)N(C=N2)CC2=CC1=C(O[C@@H](CO1)C=1C=NC(=CC1)OC)C(=C2)OC)F